6-((S)-2-methyl-pyrrolidine-1-carbonyl)-3,4-dihydro-1H-pyrrolo[2,1-c][1,4]oxazine-8-carboxylic acid [(R)-1-(4-cyano-2,6-difluoro-phenyl)-propyl]-amide C(#N)C1=CC(=C(C(=C1)F)[C@@H](CC)NC(=O)C=1C=C(N2C1COCC2)C(=O)N2[C@H](CCC2)C)F